(4-(trifluoromethoxy)phenyl)-2-(trifluoromethyl)benzenesulfonamide FC(OC1=CC=C(C=C1)C=1C(=C(C=CC1)S(=O)(=O)N)C(F)(F)F)(F)F